C(#N)C=1C=C(C=C(C1N[C@@H](CSC1=CC=C(C=C1)F)CCN1CC(C1)F)F)S(=O)(=O)NC(=O)[C@]1(OCCCC1)C (S)-N-((3-CYANO-5-FLUORO-4-(((R)-4-(3-FLUOROAZETIDIN-1-YL)-1-((4-FLUOROPHENYL)THIO)BUTAN-2-YL)AMINO)PHENYL)SULFONYL)-2-METHYLTETRAHYDRO-2H-PYRAN-2-CARBOXAMIDE